O=P12OCC(CO1)(CO2)C(C)C 1-oxo-4-isopropyl-2,6,7-trioxa-1-phosphabicyclo[2.2.2]octane